BrC1=CC=CC=2N1N=C(N2)NC(=O)C2CC2 N-(5-bromo-[1,2,4]triazolo[1,5-a]pyridin-2-yl)cyclopropanecarboxamide